C(=O)(O)CN1C=C([C@H]2[C@H](O)[C@H](O)[C@@H](CO)O2)C(NC1=O)=O 1-Carboxymethylpseudouridin